butyl 2-(2-(((6-(3-(dimethylamino)azetidine-1-carbonyl)benzo[d]thiazol-2-yl)methyl)carbamoyl)-2,3-dihydro-1H-inden-2-yl)acetate CN(C1CN(C1)C(=O)C1=CC2=C(N=C(S2)CNC(=O)C2(CC3=CC=CC=C3C2)CC(=O)OCCCC)C=C1)C